C(C)OC(CN1CC([C@@H](CC1)CCCOC1=C(C(=CC=C1)Br)C)(F)F)=O.C(C)OCCOCCC 1-ethoxy-2-n-propoxyethane (R)-ethyl-2-(4-(3-(3-bromo-2-methylphenoxy)propyl)-3,3-difluoropiperidin-1-yl)acetate